3-fluoro-4-iodo-2-(oxetan-3-yl)pyridine FC=1C(=NC=CC1I)C1COC1